i-propyl-octylamine C(C)(C)NCCCCCCCC